C(C)(C)(C)OC(=O)NC(C(=O)O)C(CC)C 2-((tert-butoxycarbonyl)amino)-3-methylpentanoic acid